5-(4-fluorophenyl)pentanamide FC1=CC=C(C=C1)CCCCC(=O)N